4-benzyl-1,2,3-thiadiazole-5-carboxylic acid 2-bromo-4-chlorophenyl ester BrC1=C(C=CC(=C1)Cl)OC(=O)C1=C(N=NS1)CC1=CC=CC=C1